O[C@]12[C@@H]3CC[C@@H]4C[C@H](CC[C@@]4([C@H]3CC[C@@]2([C@H](CC1)C=1COC(C1)=O)C)C)NC(=O)NCCN1CCOCC1 1-((3S,5R,8R,9S,10S,13R,14S,17R)-14-hydroxy-10,13-dimethyl-17-(5-oxo-2,5-dihydrofuran-3-yl)hexadecahydro-1H-cyclopenta[a]phenanthren-3-yl)-3-(2-morpholinoethyl)urea